2,4-diphenyl-4-tert-butylphenylamine C1(=CC=CC=C1)C1=C(C=CC(C1)(C(C)(C)C)C1=CC=CC=C1)N